OC1=C(C=CC=C1C(=O)OC)C(=O)OC dimethyl 2-hydroxybenzene-1,3-dioate